6-methoxy-N-(4-methoxyphenyl)-2-naphthylamine COC=1C=C2C=CC(=CC2=CC1)NC1=CC=C(C=C1)OC